ClC1=C(C=CC2=C1C=C(O2)C(=O)O)N2CCN(CC2)C(C2=CC(=CC=C2)OC(F)(F)F)=O 4-chloro-5-[4-(3-trifluoromethoxy-benzoyl)-piperazin-1-yl]-benzofuran-2-carboxylic acid